ClC=1C(=NC2=CC(=C(N=C2C1N[C@H](C)C=1C=C(C#N)C=CC1F)C=1C=NC(=NC1)OCP(=O)(C)C)F)C 3-[(1R)-1-[(3-chloro-6-{2-[(dimethylphosphoryl)methoxy]pyrimidin-5-yl}-7-fluoro-2-methyl-1,5-naphthyridin-4-yl)amino]ethyl]-4-fluorobenzonitrile